6-(4-amino-1-tert-butyl-pyrazolo[3,4-d]pyrimidin-3-yl)-N-(2-methylpyrazol-3-yl)-1H-indole-2-carboxamide NC1=C2C(=NC=N1)N(N=C2C2=CC=C1C=C(NC1=C2)C(=O)NC=2N(N=CC2)C)C(C)(C)C